C(C)(=O)C1=C2C=C(C(=NC2=CC(=C1)C)NC(C)=O)C1=CC=C(C=C1)F N-(5-acetyl-3-(4-fluorophenyl)-7-methylquinolin-2-yl)acetamide